C(CCCCCCCCCCCCC)(=O)N[C@@H](CCC(=O)O)C(=O)O N-myristoylglutamic acid